tert-butyl (6R,7R)-2-cyano-6,7-dimethyl-6,7-dihydropyrazolo[1,5-a]pyrazine-5(4H)-carboxylate C(#N)C1=NN2C(CN([C@@H]([C@H]2C)C)C(=O)OC(C)(C)C)=C1